C1(=CC=CC=C1)C1=C(C2=C([Se]C3=C2C=CC=C3)C=C1)C=1C(=C(C=CC1)C=1C(=CC=CC1)C1=CC=CC=C1)C1=NN=NC(=C1C1=C(C=CC=C1)C1=CC=CC=C1)C1=CC=CC=C1 (phenyldibenzoselenophenyl)[phenyl-(biphenylyl)triazineyl]terbenzene